1,3-dioxazine O1NOCC=C1